C[C@@H]([C@H](CC1CCOCC1)S(=O)(=O)N)CC=C (2S,3R)-3-METHYL-1-(TETRAHYDRO-2H-PYRAN-4-YL)HEX-5-ENE-2-SULFONAMIDE